ClC1=CC=C(NC2=C(C(=NC(=N2)SC)N2CC(C2)C#N)[N+](=O)[O-])C=C1 1-[6-(4-chloroanilino)-2-methylsulfanyl-5-nitro-pyrimidin-4-yl]azetidine-3-carbonitrile